P(=O)(ON1CCOCC1)(ON1CCOCC1)Cl dimorpholinyl chlorophosphate